N1N=CC=2C1=NC(=NC2N)N 1H-pyrazolo[3,4-d]pyrimidin-4,6-diamine